8-methoxy-9-(4-phenoxyphenyl)-3,4-dihydropyrido[2,1-c][1,2,4]thiadiazine 2,2-dioxide COC1=C(C2=NS(CCN2C=C1)(=O)=O)C1=CC=C(C=C1)OC1=CC=CC=C1